C(C1=CC=CC=C1)(C1=CC=CC=C1)NC=1C=CC2=C(N(C(=N2)CC2=CC=C(C=C2)C(F)(F)F)C(C)C)C1 N-(benzhydryl)-1-isopropyl-2-(4-(trifluoromethyl)benzyl)-1H-benzo[d]imidazol-6-amine